2-bromobenzyl-2,5-dihydroxybenzoate BrC1=C(COC(C2=C(C=CC(=C2)O)O)=O)C=CC=C1